4-[N-(2-cyanoethyl)sulfamoyl]-N-[6-(4-ethylpiperazinomethyl)benzothiazol-2-yl]Benzamide Stearyl-acrylate C(CCCCCCCCCCCCCCCCC)OC(C=C)=O.C(#N)CCNS(=O)(=O)C1=CC=C(C(=O)NC=2SC3=C(N2)C=CC(=C3)CN3CCN(CC3)CC)C=C1